C(CCC)[NH+](CCCCCCC)CCCC N,N-dibutyl-N-heptylammonium